C1=NC=C(C2=CC=CC=C12)N1C(N(C[C@@H]1C#N)C1CC(C1)C)=O (R)-3-(isoquinolin-4-yl)-1-((1s,3S)-3-methylcyclobutyl)-2-oxoimidazolidine-4-carbonitrile